P(OCCCCS(=O)(=O)C(C(C)(C)C)=O)(OS(=O)(=O)CC(CNC)CNC)=O {4-[(2,2-dimethylpropanoyl) sulfonyl] butyl} {[3-(methylamino)-2-[(methylamino) methyl] propyl] sulfonyl} phosphonate